FC1=CC(=NC=C1)CN1C(O[C@]2(C1)C[C@@](CCC2)(C)CN2C=NC1=C2C=C(C=C1)C#N)=O 1-(((5s,7s)-3-((4-fluoropyridin-2-yl)methyl)-7-methyl-2-oxo-1-oxa-3-azaspiro[4.5]decan-7-yl)methyl)-1H-benzo[d]imidazole-6-carbonitrile